3-fluoro-2-methoxy-6-[2-(trimethylsilyl)ethynyl]pyridine FC=1C(=NC(=CC1)C#C[Si](C)(C)C)OC